N-(6-amino-2-methylpyridin-3-yl)thiophene-3-carboxamide 6-((4-(Dimethylamino)butanoyl)oxy)-11-((N-(3-hexylundecanoyl)-N-methylglycyl)oxy)-undecyl-2-hexyldecanoate CN(CCCC(=O)OC(CCCCCOC(C(CCCCCCCC)CCCCCC)=O)CCCCCOC(CN(C)C(CC(CCCCCCCC)CCCCCC)=O)=O)C.NC1=CC=C(C(=N1)C)NC(=O)C1=CSC=C1